8-methyl-2-(4-methylbenzyl)-N-(2-methylphenyl)-4,5-dihydro-2H-furo[2,3-g]indazole-7-carboxamide CC1=C(OC=2CCC3=CN(N=C3C21)CC2=CC=C(C=C2)C)C(=O)NC2=C(C=CC=C2)C